1,3-di(naphthalen-1-yl)benzene C1(=CC=CC2=CC=CC=C12)C1=CC(=CC=C1)C1=CC=CC2=CC=CC=C12